C1=C(C=CC2=CC=CC=C12)C1=CC2=CC3=CC=CC=C3C(=C2C=C1)C1=CC2=CC=CC=C2C=C1 2,10-bis(2-naphthyl)anthracene